FC=1C=CC(=C(C1)NC(=O)C1=NC(=NC=C1)C1=C(C=CC=C1OC)F)N1C2C(CC1)CNC2 N-(5-fluoro-2-(hexahydropyrrolo[3,4-b]pyrrol-1(2H)-yl)phenyl)-2-(2-fluoro-6-methoxyphenyl)pyrimidine-4-carboxamide